S-benzoyl-N-((tert-butoxycarbonyl)glycyl)-L-cysteine methyl ester COC([C@@H](NC(CNC(=O)OC(C)(C)C)=O)CSC(C1=CC=CC=C1)=O)=O